ethyl (benzyl(1,3-dioxoisoindolin-2-yl)carbamoyl)glycinate C(C1=CC=CC=C1)N(C(=O)NCC(=O)OCC)N1C(C2=CC=CC=C2C1=O)=O